C(C1=CC=CC=C1)C1N(CC(C1N)OCCOC)CC1=CC=CC=C1 Dibenzyl-4-(2-methoxyethoxy)pyrrolidin-3-amine